(2-methoxyl-5-methyl-phenyl)(phenyl)-methanone O(C)C1=C(C=C(C=C1)C)C(=O)C1=CC=CC=C1